CC1=CC=2N(C=C1)C(=CN2)C(=O)NC2=C(C=CC(=C2)C2=NOC(=N2)CCC(C(F)(F)F)(C)O)C 7-methyl-N-(2-methyl-5-(5-(4,4,4-trifluoro-3-hydroxy-3-methylbutyl)-1,2,4-oxadiazol-3-yl)phenyl)imidazo[1,2-a]pyridine-3-carboxamide